BrC=1C=CC(=C(C1)NC(=O)C1=CN=CN1)F N-(5-bromo-2-fluorophenyl)-1H-imidazole-5-carboxamide